2-fluoro-2-chloro(2-naphthyl)ethanone FC(C(=O)C1=CC2=CC=CC=C2C=C1)Cl